6-Acetyl-8-cyclopentyl-2-(5-diethylamino-pyridin-2-ylamino)-5-methyl-8H-pyrido[2,3-d]pyrimidin-7-one C(C)(=O)C1=C(C2=C(N=C(N=C2)NC2=NC=C(C=C2)N(CC)CC)N(C1=O)C1CCCC1)C